FC1=C(C=C(C(=C1)C)OC)NC(OC1=CC=CC=C1)=O phenyl (2-fluoro-5-methoxy-4-methylphenyl)carbamate